FC1(CC[C@@H]2N(C3=C1C=C(C=N3)C(F)(F)F)CCNC2)F (S)-5,5-difluoro-3-(trifluoromethyl)-6,7,7a,8,10,11-hexahydropyrazino[1,2-a]pyrido[3,2-f]azepin